((2R,3S,5R)-3-acetoxy-5-(6-bromo-9H-purin-9-yl)tetrahydrofuran-2-yl)methyl acetate C(C)(=O)OC[C@H]1O[C@H](C[C@@H]1OC(C)=O)N1C2=NC=NC(=C2N=C1)Br